C(#N)C=1C=CC(=C2N=CC=NC12)N1C[C@@H](C[C@@H](C1)C)NC([C@H](CC)C)=O (S)-N-((3R,5S)-1-(8-cyanoquinoxalin-5-yl)-5-methylpiperidin-3-yl)-2-methylbutanamide